NC1=C(C=NN1C1=CC=CC=C1)C(=O)NCCCl 5-amino-N-(2-chloroethyl)-1-phenyl-1H-pyrazole-4-formamide